ClC(C=1OC(=NN1)C1=CC=CC=C1)(Cl)Cl 2-trichloromethyl-5-phenyl-1,3,4-oxadiazole